C[C@]12CCC[C@H]1[C@@H]1CCC3=CC(CCC3=C1CC2)=O 13α-estra-4,9-dien-3-one